C(N)(=O)[C@H](C[C@H]1C(NCC1)=O)NC(OC(C)(C)C)=O tert-butyl N-[(1S)-1-carbamoyl-2-[(3S)-2-oxopyrrolidin-3-yl]ethyl]carbamate